4-(2-(3,4-difluorobenzyl)-1-(3-methoxycyclobutyl)-1H-benzo[d]imidazol-5-yl)-3,5-dimethylisoxazole FC=1C=C(CC2=NC3=C(N2C2CC(C2)OC)C=CC(=C3)C=3C(=NOC3C)C)C=CC1F